ClC1=CC2=C(C=N1)COC2C 6-chloro-1-methyl-1,3-dihydrofuro[3,4-c]pyridine